cyanomethyl 3-bromobenzoate BrC=1C=C(C(=O)OCC#N)C=CC1